(R)-N-((1-(4-(trifluoromethyl)phenyl)-1,2,3,4-tetrahydro-1,5-naphthyridin-3-yl)methyl)acetamide FC(C1=CC=C(C=C1)N1C[C@H](CC2=NC=CC=C12)CNC(C)=O)(F)F